(E)-1-(2,6,6-tri-methylcyclohex-2-en-1-yl)hepta-1,6-dien-3-one CC=1C(C(CCC1)(C)C)\C=C\C(CCC=C)=O